(3E)-3-[2-(dimethylamino)ethylidene]-1-(4-{[3-fluoro-4-(pyridin-3-yloxy)phenyl]amino}pyrido[3,4-d]pyrimidin-6-yl)pyrrolidin-2-one CN(C\C=C/1\C(N(CC1)C1=CC2=C(N=CN=C2NC2=CC(=C(C=C2)OC=2C=NC=CC2)F)C=N1)=O)C